5-chloro-N-((1r,4r)-4-((3-(isoquinolin-6-yl)-2-oxo-2,3-dihydro-1H-benzo[d]imidazol-1-yl)methyl)cyclohexyl)-2-(trifluoromethyl)nicotinamide ClC=1C=NC(=C(C(=O)NC2CCC(CC2)CN2C(N(C3=C2C=CC=C3)C=3C=C2C=CN=CC2=CC3)=O)C1)C(F)(F)F